ClC1=NC(=NC(=C1CC)C1=C(C=CC=C1C)C)N 4-chloro-6-(2,6-dimethylphenyl)-5-ethyl-pyrimidin-2-amine